FC=1C=C(C=CC1F)C=1OC(=C(N1)C(=O)NCCN1CCN(CC1)C)C1=C(C=CC=C1)[N+](=O)[O-] 2-(3,4-difluorophenyl)-N-(2-(4-methylpiperazin-1-yl)ethyl)-5-(2-nitrophenyl)oxazole-4-carboxamide